4-[[2-(2-chlorophenyl)acetyl]amino]pyridine-2-carboxylic acid methyl ester COC(=O)C1=NC=CC(=C1)NC(CC1=C(C=CC=C1)Cl)=O